N-((3-methylanilino)ethyl)benzoxazolone CC=1C=C(NCCN2C(OC3=C2C=CC=C3)=O)C=CC1